tert-butyl 4-[6-[difluoro(phenyl)methyl]-2-methyl-pyrimidin-4-yl]piperazine-1-carboxylate FC(C1=CC(=NC(=N1)C)N1CCN(CC1)C(=O)OC(C)(C)C)(C1=CC=CC=C1)F